methyl phenyl triphosphate O(P(OC1=CC=CC=C1)(=O)OP(=O)([O-])OP(=O)([O-])[O-])C